3-(((1-phenyl-3-(pyridin-3-yl)-1H-pyrazol-4-yl)methyl)amino)isonicotinic acid C1(=CC=CC=C1)N1N=C(C(=C1)CNC1=C(C(=O)O)C=CN=C1)C=1C=NC=CC1